2-(3-isopropyl-2-(2-methylpyridin-4-yl)-1H-indol-5-yl)-5-(piperidin-2-ylmethyl)-1,3,4-oxadiazole C(C)(C)C1=C(NC2=CC=C(C=C12)C=1OC(=NN1)CC1NCCCC1)C1=CC(=NC=C1)C